C(C)OC1=NC=CC(=C1)C=1C=C(C=NC1OC)CC=1C=NC=NC1 5-{[5-(2-Ethoxypyridin-4-yl)-6-methoxypyridin-3-yl]methyl}pyrimidin